C1(CC1)CN1C(=CC=2C1=NC=CC2)C2=NC1=C(N2CC=2C=NN(C2)C2=NC=CC=C2)C(=CC(=C1)C(=O)N1C2CCC(C1)[C@H]2N)OC (7R)-2-{2-[1-(cyclopropylmethyl)-1H-pyrrolo[2,3-b]pyridin-2-yl]-7-methoxy-1-{[1-(pyridin-2-yl)-1H-pyrazol-4-yl]methyl}-1H-1,3-benzodiazole-5-carbonyl}-2-azabicyclo[2.2.1]heptan-7-amine